CC1(C2=CC=CC(=C2OC=2C(=CC=CC12)PC1=CC=CC=C1)PC1=CC=CC=C1)C 9,9-dimethyl-4,5-diphenylphosphinoxanthene